CCCCCC/C=C\CCCCCCCCCCCC(=O)O[C@H](COC(=O)CCCCCCCCC/C=C\CCCCCC)COP(=O)([O-])OCC[N+](C)(C)C 1-(11Z-octadecenoyl)-2-(13Z-eicosenoyl)-sn-glycero-3-phosphocholine